(S)-2-BROMO-N,N,4-TRIMETHYLPENTANAMIDE Br[C@H](C(=O)N(C)C)CC(C)C